FC(C(=O)NC1=C(C=C(C=C1F)NC(C1=CC=CC=C1)=O)F)F N-(4-(2,2-difluoroacetamido)-3,5-difluorophenyl)benzamide